OC1=CC(=NN1C1=NC=C(C=C1)C(F)(F)F)C(=O)NC1=CC(=CC=C1)CCO 5-hydroxy-N-(3-(2-hydroxyethyl)phenyl)-1-(5-(trifluoromethyl)pyridin-2-yl)-1H-pyrazole-3-carboxamide